(3,4-dimethylpiperazin-1-yl)methanone CC1CN(CCN1C)C=O